CC1=C(OC2=C1C=C(C=C2)S(NCCC2=CC(=CC=C2)Br)(=O)=O)C(=O)O 3-methyl-5-(N-(3-bromophenylethyl)sulfamoyl)benzofuran-2-carboxylic acid